4-((2-hydroxyethyl)(methyl)amino)benzaldehyde OCCN(C1=CC=C(C=O)C=C1)C